S(N)(=O)(=O)C=1C=C(C=CC1)COC1CCN(C1)C(=O)N 4-[(3-sulfamoylphenyl)methoxy]pyrrolidine-1-carboxamide